BrC1=CC=C(C=C1)C=1CCC(CN1)C 6-(4-bromophenyl)-3-methyl-2,3,4,5-tetrahydropyridine